NC(C(=O)O)CC=1C=NC(=CC1)C(N)=O 2-amino-3-(6-carbamoylpyridin-3-yl)propanoic acid